4-(2-chloroethoxy)-5-nitrothiophene-2-carboxylic acid ethyl ester C(C)OC(=O)C=1SC(=C(C1)OCCCl)[N+](=O)[O-]